tri-methylene glycol diacetate C(C)(=O)OCCCOC(C)=O